(N-tertiary butyl-amino-formyl)androstane C(C)(C)(C)NC(=O)C[C@@]12CCC[C@H]1[C@@H]1CCC3CCCC[C@]3(C)[C@H]1CC2